N,N'-bis(4-methoxybenzyl)-1,2-ethylenediamine COC1=CC=C(CNCCNCC2=CC=C(C=C2)OC)C=C1